8-chloro-2-phenyl-3-((1S)-1-(9-(tetrahydro-2H-pyran-2-yl)-9H-purin-6-ylamino)ethyl)isoquinolin-1(2H)-one ClC=1C=CC=C2C=C(N(C(C12)=O)C1=CC=CC=C1)[C@H](C)NC1=C2N=CN(C2=NC=N1)C1OCCCC1